The molecule is a member of the class of imidazoles that carries a 2-[(2,6-dichlorobenzyl)oxy]-2-(2,4-dichlorophenyl)ethyl group at position 1. It is a dichlorobenzene, an ether and a member of imidazoles. C1=CC(=C(C(=C1)Cl)COC(CN2C=CN=C2)C3=C(C=C(C=C3)Cl)Cl)Cl